(S)-benzyl 4-(2-chloro-5,6,7,8-tetrahydropyrido[3,4-d]pyrimidin-4-yl)-2-(cyanomethyl)piperazine-1-carboxylate ClC=1N=C(C2=C(N1)CNCC2)N2C[C@@H](N(CC2)C(=O)OCC2=CC=CC=C2)CC#N